3-((8-(azepan-1-yl)pyrido[3,4-d]pyrimidin-2-yl)amino)-1,6-dimethyl-5,6,7,8-tetrahydro-1,6-naphthyridin-2(1H)-one N1(CCCCCC1)C1=NC=CC2=C1N=C(N=C2)NC=2C(N(C=1CCN(CC1C2)C)C)=O